C1(CCCCC1)CC(C(=O)OCC)C(C)=O ethyl 2-(cyclohexylmethyl)-3-oxobutyrate